BrCC1=C(C=CC=2OCCOC21)F 5-(bromomethyl)-6-fluoro-2,3-dihydrobenzo[b][1,4]dioxine